1,3,7-tri-trideuteromethylxanthine [2H]C(N1C(=O)N(C=2N=CN(C2C1=O)C([2H])([2H])[2H])C([2H])([2H])[2H])([2H])[2H]